3-{3-[4-(3,3-Dimethyl-piperidin-4-yl)-phenyl]-isoxazol-5-yl}-5-fluoro-6-(2-methoxy-ethoxy)-1H-indazole CC1(CNCCC1C1=CC=C(C=C1)C1=NOC(=C1)C1=NNC2=CC(=C(C=C12)F)OCCOC)C